N-(5-((2-(8-azabicyclo[3.2.1]octan-8-yl)ethyl)carbamoyl)-2-methylpyridin-3-yl)-7-(1-methyl-1H-pyrazol-4-yl)-[1,2,4]triazolo[4,3-a]pyridine-3-carboxamide C12CCCC(CC1)N2CCNC(=O)C=2C=C(C(=NC2)C)NC(=O)C2=NN=C1N2C=CC(=C1)C=1C=NN(C1)C